(2S,5S)-5-((S)-2-Acetylamino-2-phenyl-acetylamino)-4-oxo-1,2,4,5,6,7-hexahydro-azepino[3,2,1-hi]indole-2-carboxylic acid (1H-[1,2,3]triazol-4-ylmethyl)-amide N1N=NC(=C1)CNC(=O)[C@H]1N2C3=C(C=CC=C3C1)CC[C@@H](C2=O)NC([C@H](C2=CC=CC=C2)NC(C)=O)=O